O1C=C(C2=C1C=CC=C2)C[C@H](NC(=O)C2CC21COCC1)B(O)O ((1R)-2-(benzofuran-3-yl)-1-(5-oxaspiro[2.4]heptane-1-carboxamido)ethyl)boronic acid